CNS(=O)(=O)C1=C(C(=CC(=C1)B1OC(C(O1)(C)C)(C)C)C)C N,2,3-trimethyl-5-(4,4,5,5-tetramethyl-1,3,2-dioxaborolan-2-yl)benzenesulfonamide